2-naphthalenecarboxylic acid calcium salt [Ca+2].C1=C(C=CC2=CC=CC=C12)C(=O)[O-].C1=C(C=CC2=CC=CC=C12)C(=O)[O-]